sodium vanadium fluorophosphate sodium [Na+].P(=O)([O-])([O-])F.[V+5].[Na+]